6-(fluoromethyl)pyrimidin-4-amine FCC1=CC(=NC=N1)N